4-(4-fluoro-3-(4,4,5,5-tetramethyl-1,3,2-dioxaborolane-2-yl)phenoxy)-2-methylbutan-2-ol FC1=C(C=C(OCCC(C)(O)C)C=C1)B1OC(C(O1)(C)C)(C)C